C(CCCCCCCCCCC)(=O)OCCCCCCCCCCCCCC Dodecanoic acid, tetradecyl ester